N-(2,3,5-trifluorophenyl)methyl-4-(1,6-diaza-6-spiro[3.4]octyl)-5-(3,5-difluorophenyl)nicotinamide FC1=C(C=C(C=C1F)F)CNC(C1=CN=CC(=C1N1CC2(CCN2)CC1)C1=CC(=CC(=C1)F)F)=O